C(C1=CC=CC=C1)N(CC(=O)C1=CC(=NC=C1)C)CC(C)O 2-(benzyl-(2-hydroxypropyl)amino)-1-(2-methylpyridin-4-yl)ethan-1-one